(1S,2S)-2-(4-{7-Cyclopropyl-5-[(1R)-1-methyl-1,2,3,4-tetrahydroisoquinoline-2-carbonyl]pyrazolo[1,5-a]pyrimidin-2-yl}-3-fluorophenyl)-N-methanesulfonylcyclopropane-1-carboxamide C1(CC1)C1=CC(=NC=2N1N=C(C2)C2=C(C=C(C=C2)[C@@H]2[C@H](C2)C(=O)NS(=O)(=O)C)F)C(=O)N2[C@@H](C1=CC=CC=C1CC2)C